C(C)OP(=O)(C=C)OCC 1-[ethoxy(vinyl)phosphoryl]oxyethane